(R)-2-(4-(4-chloro-3-methoxybenzyl)-2-(2-isopropylphenyl)piperazin-1-yl)-7-azaspiro[3.5]nonane ClC1=C(C=C(CN2C[C@H](N(CC2)C2CC3(C2)CCNCC3)C3=C(C=CC=C3)C(C)C)C=C1)OC